3-(2-aminoethyl)oxazolidin-2-one NCCN1C(OCC1)=O